N-Propylpropanamide C(CC)NC(CC)=O